C(C)(=O)C1=CC=C(C(=O)N2CCN(CC2)C2=C(C=CC=C2)N(S(=O)(=O)C=2C=CC3=C(C(=C(O3)C(=O)O)C)C2)CCC2=CC=CC=C2)C=C1 5-(N-(2-(4-(4-Acetylbenzoyl)piperazin-1-yl)phenyl)-N-phenethylsulfamoyl)-3-methylbenzofuran-2-Carboxylic acid